6-(2,6-dichloro-3,5-dimethoxyphenyl)-N-(4-(4-morpholinopiperidin-1-yl)phenyl)-[1,2,4]triazolo[4',3':1,6]pyrido[2,3-d]pyrimidin-2-amine ClC1=C(C(=C(C=C1OC)OC)Cl)C1=CC2=C(N=C(N=C2)NC2=CC=C(C=C2)N2CCC(CC2)N2CCOCC2)N2C1=NN=C2